Ethyl 2,6-dimethyl-4-oxo-cyclohex-2-ene-1-carboxylate CC=1C(C(CC(C1)=O)C)C(=O)OCC